C(#N)C1=CC=C(O1)NC(=O)NC1=CC2=C(S(C=C2)(=O)=O)C=C1 1-(5-cyanofuran-2-yl)-3-(1,1-dioxidobenzo[b]thiophen-5-yl)urea